7-fluoro-6-methoxy-1,2,3,4-tetrahydroquinoline FC1=C(C=C2CCCNC2=C1)OC